(S)-2-(chloromethyl)-3-(oxetan-2-ylmethyl)-3H-thieno[2,3-d]imidazole-5-carboxylic acid methyl ester COC(=O)C1=CC2=C(N(C(=N2)CCl)C[C@H]2OCC2)S1